[Cl-].CC1[NH2+]CC(OC1)C 3,6-dimethylmorpholinium chloride